COC1=CC=C(C=C1)CNCC(C)O 1-[(4-methoxyphenyl)methylamino]propan-2-ol